S(C)(=O)(=O)[O-].C12(CC3CC(CC(C1)C3)C2)C(=O)OC2=C(C=C(C=C2C)[S+](C2=CC=CC=C2)C2=CC=CC=C2)C (4-(1-adamantylcarbonyloxy)-3,5-dimethylphenyl)diphenylsulfonium mesylate